8-(6-methoxypyridin-3-yl)-1-(4-(piperazin-1-yl)-3-trifluoromethylphenyl)-1,5-dihydro-4H-imidazo[4,5-c]quinolin-4-one COC1=CC=C(C=N1)C1=CC=2C3=C(C(NC2C=C1)=O)N=CN3C3=CC(=C(C=C3)N3CCNCC3)C(F)(F)F